CC=1N=C2N(N=CC=C2C)C1 2,8-dimethylimidazo[1,2-b]pyridazin